C(C)N(CC(=O)O)C(C1=NC=C(C(=C1O)C)C=1C=NN(C1)C1CCOCC1)=O.ClCC1(COC1)CCl 3,3-bis(chloromethyl)oxetane ethyl-(3-hydroxy-4-methyl-5-(1-(tetrahydro-2H-pyran-4-yl)-1H-pyrazol-4-yl)picolinoyl)glycinate